[1,3-bis(diphenylphosphino)propane] nickel (II) chloride [Ni](Cl)Cl.C1(=CC=CC=C1)P(CCCP(C1=CC=CC=C1)C1=CC=CC=C1)C1=CC=CC=C1